OCCCCCC(=O)OCCCCCCCCC Nonyl 6-hydroxyhexanoate